(1S,3aR,6aS)-N-((R)-1-cyano-2-((S)-2-oxopiperidin-3-yl)ethyl)-4,4-difluoro-2-(9-hydroxy-9H-fluorene-9-carbonyl)octahydrocyclopenta[c]pyrrole-1-carboxamide C(#N)[C@@H](C[C@H]1C(NCCC1)=O)NC(=O)[C@H]1N(C[C@H]2[C@@H]1CCC2(F)F)C(=O)C2(C1=CC=CC=C1C=1C=CC=CC21)O